tert-butyl (3R,4R)-4-((5-cyano-4-((4,4-difluoro-2-hydroxy-2-methylcyclopentyl) oxy) pyrimidin-2-yl) amino)-3-fluoropiperidine-1-carboxylate C(#N)C=1C(=NC(=NC1)N[C@H]1[C@@H](CN(CC1)C(=O)OC(C)(C)C)F)OC1C(CC(C1)(F)F)(C)O